8-iodohexahydro-4,6-methanocyclopenta[d][1,3]oxazin-2(1H)-one IC1C2C3C(NC(O2)=O)CC1C3